C(C)OC1=CC=C(C=C1)/C=C/C(=O)N(C=1SC=CN1)C1=CC=CC=C1 (E)-3-(4-ethoxyphenyl)-N-phenyl-N-thiazol-2-yl-prop-2-enamide